1-((2-oxo-1,4-dihydro-2H-benzo[d][1,3]oxazin-6-yl)methyl)-4-phenethylpiperidine-4-carboxamide citrate C(CC(O)(C(=O)O)CC(=O)O)(=O)O.O=C1OCC2=C(N1)C=CC(=C2)CN2CCC(CC2)(C(=O)N)CCC2=CC=CC=C2